ClC1=CC=2N(C=C1)C1=C(N2)C=CC(=C1)CC 3-Chloro-8-ethylbenzo[4,5]imidazo[1,2-a]pyridine